1,1-di(4-methylphenyl)-propenol CC1=CC=C(C=C1)C(C=C)(O)C1=CC=C(C=C1)C